mono-menthyl malonate C(CC(=O)[O-])(=O)OC1CC(CCC1C(C)C)C